ClC1=CC=C(N=N1)CN1C(C(N(CC1)[C@@H]1C[C@@H](C1)C1=CC=CC=C1)=O)=O 1-((6-chloropyridazin-3-yl)methyl)-4-((cis)-3-phenylcyclobutyl)piperazine-2,3-dione